FC1=C(C=CC=C1)NCC(=O)C1=NC=C(C=C1)C1=NOC(=N1)C(F)(F)F 2-((2-fluorophenyl)amino)-1-(5-(5-(trifluoromethyl)-1,2,4-oxadiazol-3-yl)pyridin-2-yl)ethan-1-one